5-(difluoromethyl)-1H-pyrrole-1,2-dicarboxylic acid 1-(tert-butyl) 2-ethyl ester CCOC(=O)C=1N(C(=CC1)C(F)F)C(=O)OC(C)(C)C